NC1=NN(C2=NC(=CN=C21)C2CC2)CC2(CCC2)CO {1-[(3-amino-6-cyclopropyl-1H-pyrazolo[3,4-b]pyrazin-1-yl)methyl]cyclobutyl}methanol